COC=1C=C(C=C(C1)OC)NC=1C(=NC2=CC=CC=C2N1)NS(=O)(=O)C=1C=C(C=CC1)C1=C(C(=O)N)C=CC(=C1OC)C (3-(N-(3-((3,5-dimethoxyphenyl)amino)quinoxaline-2-yl)sulfamoyl)phenyl)-3-methoxy-4-methylbenzamide